[Cl-].C(C1=CC=CC=C1)C[N+](C)(C)CC benzyl-ethyltrimethyl-ammonium chloride